2-[[6-(1,3-benzothiazol-2-ylamino)-5-methyl-pyridazin-3-yl]-(4-hydroxybutyl)amino]-5-[3-[2-fluoro-4-[(E)-3-(methylamino)prop-1-enyl]phenoxy]propyl]thiazole-4-carboxylic acid S1C(=NC2=C1C=CC=C2)NC2=C(C=C(N=N2)N(C=2SC(=C(N2)C(=O)O)CCCOC2=C(C=C(C=C2)\C=C\CNC)F)CCCCO)C